4-Butoxycarbonylphenylmethacrylamid C(CCC)OC(=O)C1=CC=C(C=C1)C=C(C(=O)N)C